4-[(sodiooxy)sulfonyl]cyclohexyl acetate C(C)(=O)OC1CCC(CC1)S(=O)(=O)O[Na]